N-(4-bromophenyl)-1,5-dimethyl-3-oxo-2-phenyl-2,3-dihydro-1H-pyrazole-4-carboxamide BrC1=CC=C(C=C1)NC(=O)C=1C(N(N(C1C)C)C1=CC=CC=C1)=O